C(C1=CC=CC=C1)N1CCC(CC1)OC1CC(C1)O 3-((1-Benzylpiperidin-4-yl)oxy)cyclobutan-1-ol